F[C@]1(CN(CC[C@H]1O)C1=NC=CC(=N1)NC=1N=CC2=C(C=CC(=C2C1)C(C)C)N1[C@@H]([C@H](C1)C[S@](=O)C(C)C)C)C (3S,4R)-3-fluoro-1-(4-((5-isopropyl-8-((2R,3S)-3-(((S)-isopropylsulfinyl)methyl)-2-methylazetidine-1-yl)isoquinolin-3-yl)amino)pyrimidin-2-yl)-3-methylpiperidin-4-ol